C(C)(=O)O.C1(=CC=CC=C1)[Zn]C1=CC=CC=C1 Diphenyl-zinc acetate